ClC1=NC=C(C(=C1)N1CCN(CC1)C(=O)O)F.C1(CC1)C1=C(C=C2C(=N1)N=C(S2)N2CCOCC2)NC(=O)C=2N=C(OC2)N2C[C@H](CC2)O (S)-N-(5-cyclopropyl-2-morpholinothiazolo[4,5-b]pyridin-6-yl)-2-(3-hydroxypyrrolidin-1-yl)oxazole-4-carboxamide 4-(2-Chloro-5-fluoropyridin-4-yl)piperazine-1-carboxylate